di-ethoxypropane C(C)OC(C)(C)OCC